1-(phenylsulfonyl)-6-bromo-pyrrolo[2,3-b]pyridine C1(=CC=CC=C1)S(=O)(=O)N1C=CC=2C1=NC(=CC2)Br